bis-(p-aminocyclohexyl)-methane NC1CCC(CC1)CC1CCC(CC1)N